(((cyclohexylmethyl)amino)methyl)-N-hydroxybenzamide C1(CCCCC1)CNCC1=C(C(=O)NO)C=CC=C1